6-Isopropoxy-2-(tetrahydro-2H-pyran-4-yl)-2H-pyrazolo[3,4-b]pyridine-5-carboxylic acid C(C)(C)OC=1C(=CC=2C(N1)=NN(C2)C2CCOCC2)C(=O)O